CC1=CC=C(C=C1)S(=O)(=O)OC1=CC(=C(C(=C1)OCC1=CC=CC=C1)C(=O)N1CC2=CC=CC(=C2C1)C=O)OS(=O)(=O)C1=CC=C(C=C1)C 5-(benzyloxy)-4-(4-formylisoindoline-2-carbonyl)-1,3-phenylene bis(4-methylbenzenesulfonate)